N-(4-(6-fluoro-3,4-dihydroisoquinolin-2(1H)-yl)-2,6-dimethylphenyl)pyrrolidine-1-carboxamide Decane-3-carboxylate CCC(CCCCCCC)C(=O)O.FC=1C=C2CCN(CC2=CC1)C1=CC(=C(C(=C1)C)NC(=O)N1CCCC1)C